C\C(=C/C)\[B-](F)(F)F.[K+].BrC1=C(C(=C2C(=NC(=NC2=C1F)SC)O)OC[C@H](C)NCC1=CC(=C(C=C1)C)C)Cl (S)-7-bromo-6-chloro-5-(2-((3,4-dimethylbenzyl)amino)propoxy)-8-fluoro-2-(methylthio)quinazolin-4-ol potassium (2Z)-2-buten-2-yltrifluoroborate